C(C=C)[C@]1(C(N(CCO1)C(C1=CC=CC=C1)=O)=O)CNC(OC(C)(C)C)=O (R)-tert-Butyl ((2-allyl-4-benzoyl-3-oxomorpholin-2-yl)methyl)carbamate